OCCCC 1-hydroxy-butan